C(C([2H])([2H])[2H])(C=1C(NC=2C=C(C=NC2C1)CN1CCC(=CC1)C=1C=NC(=CC1)C(=O)NC([2H])([2H])[2H])=O)([2H])[2H] 1'-((7-(ethyl-d5)-6-oxo-5,6-dihydro-1,5-naphthyridin-3-yl)methyl)-N-(methyl-d3)-1',2',3',6'-tetrahydro-[3,4'-bipyridine]-6-carboxamide